3-(2-{[(2r,7as)-2-fluoro-hexahydro-1H-pyrroliz-7a-yl]methoxy}-7-bromo-8-fluoroquinazolin-4-yl)-3,8-diazabicyclo[3.2.1]octane-8-carboxylic acid tert-butyl ester C(C)(C)(C)OC(=O)N1C2CN(CC1CC2)C2=NC(=NC1=C(C(=CC=C21)Br)F)OC[C@]21CCCN1C[C@@H](C2)F